(E)-cyclopropylmethyl-1,3-propanediamine C1(CC1)CC(CCN)N